C1(=CC=C(C=C1)C(=O)O)C1=CC=C(C=C1)C(=O)O 4,4'-Biphenyldicarboxylic acid